7-Bromo-6-(4-((1-(3-fluoropropyl)azetidin-3-yl)methyl)phenyl)-3,8,9,10-tetrahydrocyclohepta[e]indole BrC1=C(C2=C(C=3C=CNC3C=C2)CCC1)C1=CC=C(C=C1)CC1CN(C1)CCCF